5-chloro-3-methyl-furo[3,2-b]pyridine ClC1=CC=C2C(=N1)C(=CO2)C